4-epoxyheptyl vinyl ether C(=C)OC(CCC)CC1CO1